OC1=C(C2=CC=CC=C2C=C1)C=CCCCC=CC1=C(C=CC2=CC=CC=C12)O 1,7-bis(2-hydroxynaphthyl)-1,6-heptadiene